OCCN1C(=NC=C1)C 1-β-hydroxy-ethyl-2-methyl-imidazole